C(#N)C1=CC(=C(COC2=CC=CC(=N2)C2=CC(=C(CC3=NC4=C(N3CCOC)C=C(C=C4)C(=O)O)C=C2F)F)C=C1)F 2-(4-(6-((4-cyano-2-fluorobenzyl)oxy)pyridin-2-yl)-2,5-difluorobenzyl)-1-(2-methoxyethyl)-1H-benzo[d]imidazole-6-carboxylic acid